(S)-N-(tert-butyl)-1-(2-chloroacetyl)-7-(4-fluorobenzyl)-2-methyl-2,3-dihydro-1H-pyrido[2,3-b][1,4]oxazine-6-carboxamide C(C)(C)(C)NC(=O)C=1C(=CC2=C(OC[C@@H](N2C(CCl)=O)C)N1)CC1=CC=C(C=C1)F